C(#N)C1=CC=C(S1)C(=O)NC=1C=NC=CC1 5-Cyano-N-(pyridin-3-yl)thiophene-2-carboxamide